FC1=CC2=C([C@@H](CC3=C(O2)C=CC=C3)CN)C=C1 (R)-(7-fluoro-10,11-dihydrodibenzo[b,f]oxepin-10-yl)methanamine